N-(1-(4-fluoro-3-methoxyphenyl)-1-hydroxy-2-methylpropan-2-yl)-1-methyl-1H-pyrrolo[2,3-b]pyridine-5-carboxamide FC1=C(C=C(C=C1)C(C(C)(C)NC(=O)C=1C=C2C(=NC1)N(C=C2)C)O)OC